FC1=CC=2N(C=C1)C(=CN2)C2=C1CNC(C1=C(C=C2)NC2=NNC(=C2)C2CCOCC2)=O 4-(7-fluoroimidazo[1,2-a]pyridin-3-yl)-7-((5-(tetrahydro-2H-pyran-4-yl)-1H-pyrazol-3-yl)amino)isoindolin-1-one